[4-(2-fluoroethyl)-1,4-diazepan-1-yl]-[1-(4-methoxyphenyl)-1,4,6,7-tetrahydropyrano[4,3-c]pyrazol-3-yl]methanone FCCN1CCN(CCC1)C(=O)C=1C2=C(N(N1)C1=CC=C(C=C1)OC)CCOC2